BrC1=CN=C(C=2N=C(N=C(C21)Cl)SC)OC 5-bromo-4-chloro-8-methoxy-2-(methylthio)pyrido[3,4-d]Pyrimidine